methyl (2S,4R)-4-((tert-butyldiphenylsilyl)oxy)-5-methoxy-3,4-dihydro-2H-pyrrole-2-carboxylate [Si](C1=CC=CC=C1)(C1=CC=CC=C1)(C(C)(C)C)O[C@@H]1C[C@H](N=C1OC)C(=O)OC